2-(3-bromo-5-(tert-butyl)phenyl)-4-(4-chlorophenyl)pyridine BrC=1C=C(C=C(C1)C(C)(C)C)C1=NC=CC(=C1)C1=CC=C(C=C1)Cl